CCOC(=O)C(=C)OC1=CC=CC=C1 phenoxy ethyl acrylate